COCOC1=C(C=C(C=C1)CCC)/C(=C/C1N(CCCC1)C)/C1=CC=CC=C1 2-[(E)-2-(2-methoxymethyloxy-5-propyl-phenyl)-2-phenyl-vinyl]-N-methylpiperidine